2-fluoro-5-formylbenzene-1,3-Dicarbonitrile FC1=C(C=C(C=C1C#N)C=O)C#N